FC(C(=O)O)(F)F.O[C@H](C(=O)N1CCN(CC1)C1=CC=C(C=N1)C=1C=2N(C=C(C1)OCCO)N=CC2C#N)C(C)C (S)-4-(6-(4-(2-hydroxy-3-methylbutanoyl)piperazin-1-yl)pyridin-3-yl)-6-(2-hydroxyethoxy)pyrazolo[1,5-a]pyridine-3-carbonitrile 2,2,2-trifluoroacetate